NC=1N(C(C=2C=C(C=NC2C1C(N)=O)OB(O)O)=O)C1=C(C(=CC=C1C)OC)C (7-amino-8-carbamoyl-6-(3-methoxy-2,6-dimethylphenyl)-5-oxo-5,6-dihydro-1,6-naphthyridin-3-yl)boric acid